1-ethyl-3-methylimidazole iron tetrachloride salt [Fe](Cl)(Cl)(Cl)Cl.C(C)N1CN(C=C1)C